4-(6-methoxy-2-methylpyridin-3-yl)isoxazole COC1=CC=C(C(=N1)C)C=1C=NOC1